(R)-N-(2-(4,4-Difluoropiperidin-1-yl)-6-methylpyrimidin-4-yl)-5-fluoro-4-((2-hydroxy-1-methylethyl)sulfonamido)-2-(6-azaspiro[2.5]octan-6-yl)benzamide FC1(CCN(CC1)C1=NC(=CC(=N1)NC(C1=C(C=C(C(=C1)F)NS(=O)(=O)[C@@H](CO)C)N1CCC2(CC2)CC1)=O)C)F